5-(((Z)-1-((1S,4S)-2,5-diazabicyclo[2.2.1]heptane-2-carbonyl)-5-fluoro-2-oxoindol-3-ylidene)methyl)-N-(2-(diethylamino)ethyl)-2,4-dimethyl-1H-pyrrole-3-carboxamide [C@@H]12N(C[C@@H](NC1)C2)C(=O)N2C(\C(\C1=CC(=CC=C21)F)=C/C2=C(C(=C(N2)C)C(=O)NCCN(CC)CC)C)=O